ClCC(=O)OC methyl chloroacetate